FC(S(=O)(=O)OC1=NN(C(C2=CC=CC=C12)=O)C1=CC=C(C=C1)Cl)(F)F 3-(4-Chlorophenyl)-4-oxo-3,4-dihydro-phthalazin-1-yl trifluoro-methanesulfonate